CC12CC(CC(C=C1)(O2)C)=O 1,5-dimethyl-8-oxabicyclo[3.2.1]oct-6-en-3-one